CN1CCN(CC1)C(CCCCCCCCCCC)=O 1-(4-methylpiperazin-1-yl)dodecan-1-one